O=C(C(=O)OCC[C@@H](C)OC(C(C)=O)=O)C (R)-butane-1,3-diyl bis(2-oxopropanoate)